ClC1=CC=C(C=C1)NC(C(C)C1CCC(CC1)C1=CC(=NC=C1)C)=O N-(4-chlorophenyl)-2-(4-(2-methylpyridin-4-yl)cyclohexyl)propanamide